C(C)O[C@H](CNC=1C=C(C=CC1[N+](=O)[O-])C=1C=C(C(N(C1)C)=O)C)C (S)-5-(3-((2-ethoxypropyl)amino)-4-nitrophenyl)-1,3-dimethylpyridin-2(1H)-one